6-(2-chloro-6-fluorophenyl)-2-{[4-(1,4-diazepan-1-yl)-3-methylphenyl]amino}imidazo[1,2-a]pyrimido[5,4-e]pyrimidin-5(6H)-one ClC1=C(C(=CC=C1)F)N1C=2N(C3=C(C1=O)C=NC(=N3)NC3=CC(=C(C=C3)N3CCNCCC3)C)C=CN2